N-(4-(4-Bromophenyl)thiazol-2-yl)-4-isocyano-2-((1-methylethyl)sulfonamido)benzamide BrC1=CC=C(C=C1)C=1N=C(SC1)NC(C1=C(C=C(C=C1)[N+]#[C-])NS(=O)(=O)C(C)C)=O